2-(3-bromopyridyl)-1H-5-pyrazolyl-6-methoxy-4H-benzo-1,3-oxazin-4-one BrC=1C(=NC=CC1)C=1OC2=C(C(N1)=O)C(=C(C=C2)OC)N2N=CC=C2